2-((4-(2-((4-cyano-2-fluorobenzyl)oxy)pyridin-3-yl)piperidin-1-yl)methyl)-1-((1-ethyl-1H-imidazol-5-yl)methyl)-1H-benzo[d]imidazole-6-carboxylic acid C(#N)C1=CC(=C(COC2=NC=CC=C2C2CCN(CC2)CC2=NC3=C(N2CC2=CN=CN2CC)C=C(C=C3)C(=O)O)C=C1)F